1,3-bis[3,5-bis(pyridin-3-yl)phenyl]Benzene N1=CC(=CC=C1)C=1C=C(C=C(C1)C=1C=NC=CC1)C1=CC(=CC=C1)C1=CC(=CC(=C1)C=1C=NC=CC1)C=1C=NC=CC1